4-((4'-amino-6-fluoro-3'-nitro-[1,1'-biphenyl]-3-yl)methyl)-5-fluorophthalazin-1(2H)-one NC1=C(C=C(C=C1)C1=CC(=CC=C1F)CC1=NNC(C2=CC=CC(=C12)F)=O)[N+](=O)[O-]